2-Boc-DL-proline C(=O)(OC(C)(C)C)[C@@]1(NCCC1)C(=O)O |r|